CSCC1=NC=CC(=C1)NC1=NC2=CC(=CC=C2C=N1)C(F)(F)F N-(2-((methylthio)methyl)pyridin-4-yl)-7-(trifluoromethyl)quinazolin-2-amine